BrC=1C=C(C=2N(C1)N=CC2C#N)C=2C=CC(=NC2)N2CCC(CC2)(C)NC(OC(C)(C)C)=O tert-Butyl (1-(5-(6-bromo-3-cyanopyrazolo[1,5-a]pyridin-4-yl)pyridin-2-yl)-4-methylpiperidin-4-yl)carbamate